1-[5-(2-methyl-2H-1,2,3-triazol-4-yl)pyridin-2-yl]methanamine CN1N=CC(=N1)C=1C=CC(=NC1)CN